N1(C=NC=C1)C1=CC=C2C(=N1)C=C(N2)C(=O)N2CCC(CC2)C2=C(C=CC=C2)C(F)(F)F (5-(1H-imidazol-1-yl)-1H-pyrrolo[3,2-b]pyridin-2-yl)(4-(2-(trifluoromethyl)phenyl)piperidin-1-yl)methanone